C(=C)=C=C Vinylidene-ethylene